N-(3-((2,6-dioxopiperidin-3-yl)amino)phenyl)-2-(4-((1-(4-((1R,2S)-6-hydroxy-2-phenyl-1,2,3,4-tetrahydronaphthalen-1-yl)phenyl)piperidin-4-yl)methyl)piperazin-1-yl)-acetamide O=C1NC(CCC1NC=1C=C(C=CC1)NC(CN1CCN(CC1)CC1CCN(CC1)C1=CC=C(C=C1)[C@H]1[C@H](CCC2=CC(=CC=C12)O)C1=CC=CC=C1)=O)=O